(S)-(-)-2-methylpropane-2-sulfinamide CC(C)(C)[S@](=O)N